(E)-7-Tetradecenyl acetate C(C)(=O)OCCCCCC\C=C\CCCCCC